1-(4-hydroxyphenyl)-3-(4-methoxyphenyl)prop-2-en-1-one OC1=CC=C(C=C1)C(C=CC1=CC=C(C=C1)OC)=O